(R)-(4-(7-chloropyrazolo[1,5-a]pyridin-2-yl)-6,7-dihydro-1H-imidazo[4,5-c]pyridin-5(4H)-yl)(5-isopropyl-1,3,4-oxadiazol-2-yl)methanone ClC1=CC=CC=2N1N=C(C2)[C@@H]2N(CCC1=C2N=CN1)C(=O)C=1OC(=NN1)C(C)C